CC1=NNC2=CC=C(C=C12)C1=C2CN(C(C2=CC=C1)=O)CC(C(C1=CC=CC=C1)=O)=C 4-(3-methyl-1H-indazol-5-yl)-2-(2-methylidene-3-oxo-3-phenylpropyl)-2,3-dihydro-1H-isoindol-1-one